(1S,2S)-N-(6-(5-chloro-6-fluoro-7-(4-hydroxytetrahydrofuran-2-yl)-1H-indazol-4-yl)imidazo[1,2-a]pyrazin-2-yl)-2-fluorocyclopropane-1-carboxamide ClC=1C(=C2C=NNC2=C(C1F)C1OCC(C1)O)C=1N=CC=2N(C1)C=C(N2)NC(=O)[C@H]2[C@H](C2)F